2-benzyloxybenzoyl-hydrazino(2-benzyloxyoxybenzohydrazide) C(C1=CC=CC=C1)OC1=C(C(=O)NNC=2C(=C(C(=O)NN)C=CC2)OOCC2=CC=CC=C2)C=CC=C1